Pyridoxal phosphonate P(O)(O)=O.N1=C(C)C(O)=C(C=O)C(CO)=C1